N-(4-(((3,5-dicyano-6-(dimethylamino)-4-ethylpyridin-2-yl)thio)methyl)phenyl)-N-methylethenesulfonamide C(#N)C=1C(=NC(=C(C1CC)C#N)N(C)C)SCC1=CC=C(C=C1)N(S(=O)(=O)C=C)C